4-(pyridin-3-yl)piperidin-4-ol N1=CC(=CC=C1)C1(CCNCC1)O